ClC=1C(=C(C=CC1OCC1CC1)NC1=NC=NC2=C1N=C(N=C2)N2[C@@H]1CN([C@H](C2)C1)C(=O)OC(C)(C)C)F tert-Butyl (1S,4S)-5-(8-((3-chloro-4-(cyclopropylmethoxy)-2-fluorophenyl)amino)pyrimido[5,4-d]pyrimidin-2-yl)-2,5-diazabicyclo[2.2.1]heptane-2-carboxylate